(1S,2S)-2-(3-chlorophenyl)-N-(6-(((6-cyclopropyl-8-(2-oxopyrrolidin-1-yl)imidazo[1,2-a]pyridin-2-yl)methyl)amino)pyrimidin-4-yl)cyclopropane-1-carboxamide ClC=1C=C(C=CC1)[C@@H]1[C@H](C1)C(=O)NC1=NC=NC(=C1)NCC=1N=C2N(C=C(C=C2N2C(CCC2)=O)C2CC2)C1